COCCN1C2=C(NS(CC1)(=O)=O)C=CC(=C2)CN2CCC1(CN(C1)C1=NC=NC3=CC=C(C=C13)CC(F)(F)F)CC2 5-(2-methoxyethyl)-7-((2-(6-(2,2,2-trifluoroethyl)quinazolin-4-yl)-2,7-diazaspiro[3.5]nonan-7-yl)methyl)-1,3,4,5-tetrahydrobenzo[c][1,2,5]thiadiazepine 2,2-dioxide